1-(tert-butyl)-N-(2-methyl-4-(5-(piperazin-1-yl)pyrimidin-4-yl)benzyl)-1H-1,2,3-triazole-4-carboxamide C(C)(C)(C)N1N=NC(=C1)C(=O)NCC1=C(C=C(C=C1)C1=NC=NC=C1N1CCNCC1)C